C(C)(C)(C)OC(=O)NC(C(=O)O)CCCCNC(CCCCC1SC[C@@H]2NC(N[C@@H]21)=O)=O 2-(tert-butoxycarbonylamino)-6-(5-((3aS,6aR)-2-oxohexahydro-1H-thieno[3,4-d]imidazol-4-yl)pentanamido)hexanoic acid